N1=CC=CC2=C1CCNCC2 6,7,8,9-tetrahydro-5H-pyrido[2,3-d]azepin